C(C)OC(=O)C=1N=NNC1SC1=CC(=CC=C1)Br 5-((3-bromophenyl)thio)-1H-1,2,3-triazole-4-carboxylic acid ethyl ester